COC(CC[C@@H](C(=O)OC(C)(C)C)N1CCNCCN(CCNCC1)CC(=O)OC(C)(C)C)=O (2S)-2-{7-[2-(tert-butoxy)-2-oxoethyl]-1,4,7,10-tetraazacyclododecan-1-yl}glutaric acid 1-tert-butyl 5-methyl ester